2-methyl-4-[(4-methylbenzenesulfonamido)imino]piperidine-1-carboxylate CC1N(CCC(C1)=NNS(=O)(=O)C1=CC=C(C=C1)C)C(=O)[O-]